5-(3-ethylpiperazin-1-yl)-3-fluoro-N-[8-fluoro-2-methylimidazo[1,2-a]pyridin-6-yl]thiophene-2-carboxamide C(C)C1CN(CCN1)C1=CC(=C(S1)C(=O)NC=1C=C(C=2N(C1)C=C(N2)C)F)F